O=C1N(CC2=CC(=CC=C12)C1=CC(=C2C(=N1)NN=C2)CN2CCCC2)N2C(CCCC2=O)=O (1-oxo-5-(4-(pyrrolidin-1-ylmethyl)-1H-pyrazolo[3,4-b]pyridin-6-yl)isoindolin-2-yl)piperidine-2,6-dione